C(C1=CC=CC=C1)C(C(=O)C1=CC=C(C=C1)N1CCOCC1)(CC)N(C)C 2-benzyl-2-(dimethylamino)-1-(4-morpholinophenyl)-1-butanone